ClC1=NC=C(C(=C1)N1N=CC(=C1C(F)(F)F)C(=O)NC=1C=NC(=C(C1)Cl)N1N=CC=N1)C 1-(2-chloro-5-methyl-4-pyridyl)-N-[5-chloro-6-(triazol-2-yl)-3-pyridyl]-5-(trifluoromethyl)pyrazole-4-carboxamide